tetramethyl ((5-(4-(bromomethyl)phenoxy)-1,3-phenylene)bis(ethane-2,1-diyl))bis(phosphonate) BrCC1=CC=C(OC=2C=C(C=C(C2)CCP(OC)(OC)=O)CCP(OC)(OC)=O)C=C1